(4-(3,3-Dimethylbutyrylamino)-3-(ethylthio)-5-methylphenyl)(4-fluorobenzyl)carbamate CC(CC(=O)NC1=C(C=C(C=C1C)OC(NCC1=CC=C(C=C1)F)=O)SCC)(C)C